OC1(CCN(CC1)C(C[C@@H](C)C1=CC=CC=C1)=O)CN1C=C(C(=CC1=O)C1=CC=CC=C1)C1=NC=CC=C1 (R)-1'-((4-hydroxy-1-(3-phenylbutyryl)piperidin-4-yl)methyl)-4'-phenyl-[2,3'-bipyridine]-6'(1'H)-one